4-(piperidin-4-yl)phenol HCl Cl.N1CCC(CC1)C1=CC=C(C=C1)O